3-((5-(aminomethyl)-1-(4-fluorobutyl)-1H-benzo[d]imidazol-2-yl)methyl)-1-methyl-5-fluoro-1,3-dihydro-2H-benzo[d]imidazol-2-one NCC1=CC2=C(N(C(=N2)CN2C(N(C3=C2C=C(C=C3)F)C)=O)CCCCF)C=C1